CC(CC(CCC)=O)=O Heptane-2,4-dione